2-(3-{3-[(2-methylpropyl)amino]pyrrolidin-1-yl}-1,2,4-triazin-6-yl)-5-(1H-pyrazol-4-yl)phenol CC(CNC1CN(CC1)C=1N=NC(=CN1)C1=C(C=C(C=C1)C=1C=NNC1)O)C